3-[(3-methylpyridin-2-yl)sulfanyl]pyridazine-4-carbonitrile CC=1C(=NC=CC1)SC=1N=NC=CC1C#N